C(#N)C=1C=C(C=CC1C#N)C(C(=O)NC1=CC(=NO1)C(F)(F)F)C1CC(CC1)(F)F 2-(3,4-Dicyanophenyl)-2-(3,3-difluorocyclopentyl)-N-(3-(trifluoromethyl)isoxazol-5-yl)acetamide